FC1(CC(C1)(O)CCNC(=O)C=1C=NC2=CC=C(C=C2C1NC(C)C)C=1C=NNC1)F N-(2-(3,3-difluoro-1-hydroxycyclobutyl)ethyl)-4-(isopropylamino)-6-(1H-pyrazol-4-yl)quinoline-3-carboxamide